4-(2,6-dimethoxy-4-pentylphenyl)but-3-en-2-ol COC1=C(C(=CC(=C1)CCCCC)OC)C=CC(C)O